({[(2R,3S,4R,5R)-5-[6-(cyclopentylamino)-2-(methoxymethyl)-9H-purin-9-yl]-3,4-dihydroxyoxocyclopent-2-yl]methoxy}methyl)phosphonic acid C1(CCCC1)NC1=C2N=CN(C2=NC(=N1)COC)[C@@H]1[C@H]([C@H]([C@H](C1=O)COCP(O)(O)=O)O)O